5-[(6-{3-azabicyclo[3.1.0]hex-3-yl}-2-methylpyridin-3-yl)methyl]-1-{[2-(trimethylsilyl)ethoxy]methyl}-1H-pyrrole-2-carboxylic acid ethyl ester C(C)OC(=O)C=1N(C(=CC1)CC=1C(=NC(=CC1)N1CC2CC2C1)C)COCC[Si](C)(C)C